tert-butyl (1R,3S,5R)-3-(hydroxymethyl)-5-methyl-2-azabicyclo[3.1.0]hexane-2-carboxylate OC[C@H]1N([C@@H]2C[C@@]2(C1)C)C(=O)OC(C)(C)C